BrC1=CC2=C(N(C(N2)=O)CC)C=C1 5-bromo-1-ethyl-3H-1,3-benzodiazol-2-one